C[C@@H]1O[C@@H](CN(C1)C=1C=CC(=NC1)C=1C=NC(=CC1NC1=NC(=CC(=C1)OC)S(=O)(=O)C)NC(C)=O)C N-(5-((cis)-2,6-dimethylmorpholino)-4'-((4-methoxy-6-(methylsulfonyl)pyridin-2-yl)amino)-[2,3'-bipyridin]-6'-yl)acetamide